(S)-3-[1-METHYLPYRROLIDIN-2-YL]PYRIDINE CN1[C@@H](CCC1)C=1C=NC=CC1